FC(C(=O)O)(C1=C(C(=CC=C1)OC)C)F 2,2-difluoro-2-(3-methoxy-2-methyl-phenyl)acetic acid